C(=C)C1=CC=C(C=C1)O[Si](C)(C)C 4-vinylphenyloxytrimethylsilane